CN1N=CC=C1 methyl-1H-pyrazole